6-(5-Chloro-2-(((1r,4r)-4-((2-methoxyethyl)amino)cyclohexyl)amino)pyrimidin-4-yl)-3,4-Dihydroisoquinolin ClC=1C(=NC(=NC1)NC1CCC(CC1)NCCOC)C=1C=C2CCN=CC2=CC1